[Br-].CN1CC=CC=C1 N-methylpyridine bromide salt